bis(2,2,6,6-tetramethyl-4-piperidyl)-sebacate CC1(NC(CC(C1)OC(CCCCCCCCC(=O)OC1CC(NC(C1)(C)C)(C)C)=O)(C)C)C